2-chloro-4-cyclopropyl-3-(methylsulfanyl)benzoic acid ClC1=C(C(=O)O)C=CC(=C1SC)C1CC1